(2R,6R)-4-((R)-1-(2,6-difluorophenyl)-3-hydroxy-3-methylbutyl)-1-isobutyryl-6-methyl-N-(4-(pyrimidin-2-yl)benzyl)piperazine-2-carboxamide FC1=C(C(=CC=C1)F)[C@@H](CC(C)(C)O)N1C[C@@H](N([C@@H](C1)C)C(C(C)C)=O)C(=O)NCC1=CC=C(C=C1)C1=NC=CC=N1